3-(difluoromethoxy)azetidin FC(OC1CNC1)F